C(C(=O)C)(=O)O\C=C/C1=CC=CC=C1 (Z)-styryl pyruvate